CCCCOCCOCC(COCCOCCCC)OP(OC(COCCOCCCC)COCCOCCCC)(O)=O bis(5,8,12,15-tetraoxanonadecan-10-yl)phosphoric acid